C(C)(C)(C)OC(=O)NC1=NC2=CC(=CC=C2C(=C1)C(=O)OC)CN(C(=O)C=1C=NC=CC1)C1=C(C=CC=C1)S(=O)(=O)C methyl 2-{[(tert-butoxy)carbonyl]amino}-7-{[N-(2-methanesulfonylphenyl)-1-(pyridin-3-yl)formamido]methyl}quinoline-4-carboxylate